2,2-Dimethylpropan-1,3-diamin CC(CN)(CN)C